C(C=C)(=O)O.C(CCCCCCCCCCC)N1C(CCCC1=O)=O N-dodecyl-glutarimide acrylate